N(C1=CC=CC=C1)C=1C=C(C=C(C1)NC1=CC=CC=C1)Br 3,5-dianilino-1-bromobenzene